(terphenylyl)(dimethylfluorenyl)(diphenyl-fluorenyl)amine C1(=C(C=CC=C1)N(C1=C(C(=CC=2C3=CC=CC=C3CC12)C1=CC=CC=C1)C1=CC=CC=C1)C1=C(C(=CC=2C3=CC=CC=C3CC12)C)C)C=1C(=CC=CC1)C1=CC=CC=C1